COC=1C=C(C=C(C1)CC1=NNC(C2=CC=CC=C12)=O)C1=CC2=C(NC(=N2)NC(OC)=O)C=C1 Methyl (5-(3-methoxy-5-((4-oxo-3,4-dihydrophthalazin-1-yl)methyl)phenyl)-1H-benzoimidazol-2-yl)carbamate